(2-amino-1-methylsulfonylethyl)azetidine-1-carboxylic acid benzyl ester C(C1=CC=CC=C1)OC(=O)N1C(CC1)C(CN)S(=O)(=O)C